3-({[1-(2-methoxyethyl)-1H-pyrazol-5-yl]carbonyl}amino)-1H-pyrazol COCCN1N=CC=C1C(=O)NC1=NNC=C1